S-trityl-D-cysteine methyl ester COC([C@H](N)CSC(C1=CC=CC=C1)(C1=CC=CC=C1)C1=CC=CC=C1)=O